COC1=CC=C(CN(CCCC2CCC3(CCN(CC3)C(=O)OC(C)(C)C)CC2)C)C=C1 Tert-butyl 9-(3-((4-methoxybenzyl) (methyl) amino) propyl)-3-azaspiro[5.5]undecane-3-carboxylate